2-(3-(4-fluorophenyl)-1-(1-(7,8-difluoro-1-oxo-1,2-dihydroisoquinolin-4-yl)ethyl)ureido)ethane-1-sulfonamide FC1=CC=C(C=C1)NC(N(C(C)C1=CNC(C2=C(C(=CC=C12)F)F)=O)CCS(=O)(=O)N)=O